N-(2-Ethyl-3-hydroxy-6-methylphenyl)-2-((1-methyl-1H-pyrazol-3-yl)amino)thiazole-5-carboxamide C(C)C1=C(C(=CC=C1O)C)NC(=O)C1=CN=C(S1)NC1=NN(C=C1)C